praseodymium oleic acid C(CCCCCCC\C=C/CCCCCCCC)(=O)O.[Pr]